(R or S)-5-(6-(2-hydroxy-6-methyl-4-(trifluoromethyl)phenyl)-4-methyl-2H-pyrazolo[3,4-b]pyridin-2-yl)-1-methylpiperidin-2-one OC1=C(C(=CC(=C1)C(F)(F)F)C)C=1C=C(C=2C(N1)=NN(C2)[C@@H]2CCC(N(C2)C)=O)C |o1:21|